(3aR,6aS)-(5-(3,5-difluorophenyl)-4,5-dihydro-1H-pyrrol-1-yl)(hexahydrocyclopenta[c]pyrrol-5-yl)methanone trifluoroacetate FC(C(=O)O)(F)F.FC=1C=C(C=C(C1)F)C1CC=CN1C(=O)C1C[C@@H]2C(CNC2)=C1